1-methyl-1,4-azaphosphine-4-oxide CN1CC=P(C=C1)=O